P(=O)([O-])([O-])[O-].[Li+].[Li+].[Li+] Trilithium phosphate